5-(3-bromophenyl)-2-(2,6-dioxopiperidin-3-yl)isoindoline-1,3-dione BrC=1C=C(C=CC1)C=1C=C2C(N(C(C2=CC1)=O)C1C(NC(CC1)=O)=O)=O